BrC=1C(=NC(=NC1)NC1=C(C=C(C(=C1)CC)N1CCC(CC1)N1CCN(CC1)C)OC)NC=1C=CC=C2CN(C(C12)=O)C 7-((5-Bromo-2-((5-ethyl-2-methoxy-4-(4-(4-methylpiperazin-1-yl)piperidin-1-yl)phenyl)Amino)pyrimidin-4-yl)amino)-2-methylisoindolin-1-one